4-[(4-fluorophenyl)carbamoyl]aminobenzenesulfonamide Tert-butyl-4-(2-methoxy-4-(4,4,5,5-tetramethyl-1,3,2-dioxaborolan-2-yl)phenoxy)piperidine-1-carboxylate C(C)(C)(C)OC(=O)N1CCC(CC1)OC1=C(C=C(C=C1)B1OC(C(O1)(C)C)(C)C)OC.FC1=CC=C(C=C1)NC(=O)NC1=CC=C(C=C1)S(=O)(=O)N